[In]=S.[Ga].[Cu] copper-gallium-indium sulfide